BrCC=1C=C(C=C(C1)O)C1=C(C=C(C=C1)C(=O)N)C 3'-(bromomethyl)-5'-hydroxy-2-methyl-[1,1'-biphenyl]-4-carboxamide